1-(5-bromo-2-(4-(trifluoromethoxy)phenoxy)phenyl)-2,2-difluoroethan-1-one BrC=1C=CC(=C(C1)C(C(F)F)=O)OC1=CC=C(C=C1)OC(F)(F)F